N1(CCC(CC1)C(=O)OC)C(=O)OC(C)(C)C tert-butyl O4-methyl piperidine-1,4-dicarboxylate